CN(C)CC1CN(CCN1)C(=O)C1=C(C=C(C=C1)NC=1C=2N(C=CN1)C(=CN2)C2=CC(=C(C=C2)OC)F)C [3-[(dimethylamino)methyl]piperazin-1-yl]-[4-[[3-(3-fluoro-4-methoxyphenyl)imidazo[1,2-a]pyrazin-8-yl]amino]-2-methylphenyl]methanone